Pentadeca-2,4,6-triene-4,13-dicarboxylic acid CC=CC(=CC=CCCCCCC(CC)C(=O)O)C(=O)O